N-cyclopropyl-2-(5-(3,5-dichlorophenyl)-5-(trifluoromethyl)-4,5-dihydroisoxazol-3-yl)-2,3-dihydro-1H-pyrrolo[3,4-c]pyridine-6-carboxamide C1(CC1)NC(=O)C1=CC2=C(C=N1)CN(C2)C2=NOC(C2)(C(F)(F)F)C2=CC(=CC(=C2)Cl)Cl